P(O)(O)(=S)O[C@H]1[C@H]([C@@H](O[C@@H]1CO)N1C=NC=2C(N)=NC=NC12)OCCOC 2'-O-methoxyethyladenosine-3'-phosphorothioate